3-((3S,4R)-4-hydroxytetrahydrofuran-3-yl)-8-(pyridin-3-yl)-6-(2-(trifluoromethyl)thiazol-5-yl)pyrido[3,4-d]pyrimidin-4(3H)-one O[C@@H]1[C@H](COC1)N1C=NC2=C(C1=O)C=C(N=C2C=2C=NC=CC2)C2=CN=C(S2)C(F)(F)F